C12(CC(C1)C2)N2N=CC=1C2=NC(=NC1O)C1CC1 1-(bicyclo[1.1.1]pent-1-yl)-6-cyclopropyl-1H-pyrazolo[3,4-d]pyrimidin-4-ol